(S)-N-{(S)-1-[2-(benzo[d]isoxazol-3-yl)phenyl]-2-[3-fluoro-6-(2-hydroxyethyl)-4-(trimethylsilyl)pyridine-2-yl]ethyl}-2-methylpropane-2-sulfinamide O1N=C(C2=C1C=CC=C2)C2=C(C=CC=C2)[C@H](CC2=NC(=CC(=C2F)[Si](C)(C)C)CCO)N[S@@](=O)C(C)(C)C